aspartamide N[C@@H](CC(=O)N)C(=O)N